CC1(C2CC=C(C1C2)CO)C 6,6-Dimethylbicyclo[3.1.1]hept-2-en-2-yl-methanol